N1=CC(=C2N1C=CC=N2)NC(=O)C=2C=NC=1N(C2)C=CN1 N-(pyrazolo[1,5-a]pyrimidin-3-yl)imidazo[1,2-a]pyrimidine-6-carboxamide